BrC=1C=C2CC(NC2=C(C1)Cl)=O 5-bromo-7-chloro-indolin-2-one